C(C)OC1=C(C=CC(=C1)C1=NN=CN1C)NC=1N=CC2=C(N1)C(=NC(=C2)C)NCC2(CCC2)O 1-(((2-((2-ethoxy-4-(4-methyl-4H-1,2,4-triazol-3-yl)phenyl)amino)-6-methylpyrido[3,4-d]pyrimidin-8-yl)amino)methyl)cyclobutanol